ClC1=NC(=NC=C1)N1CCNCC1 4-chloro-2-(piperazin-1-yl)pyrimidine